(2R,3S)-N-benzyl-3-((4-methoxybenzyl)oxy)-2-(p-tolyl)pent-4-enamide C(C1=CC=CC=C1)NC([C@@H]([C@H](C=C)OCC1=CC=C(C=C1)OC)C1=CC=C(C=C1)C)=O